4-(2,6-dimethylpyridin-4-yl)-1-(5-(isopropylthio)-4-o-tolylthiazol-2-yl)-3-methyl-1H-pyrazole-5-carboxylic acid CC1=NC(=CC(=C1)C=1C(=NN(C1C(=O)O)C=1SC(=C(N1)C1=C(C=CC=C1)C)SC(C)C)C)C